CN1C(N(C=2N=C(N(C2C1=O)CC(=O)N)S(=O)(=O)C)C)=O 2-(1,3-dimethyl-8-(methylsulfonyl)-2,6-dioxo-2,3-dihydro-1H-purin-7(6H)-yl)acetamide